N1=C(C=NC2=CC=CC=C12)C(=O)O quinoxaline-2-carboxylic acid